1-(4-(2-(2,6-dimethylpyridin-4-yl)-3-isopropyl-1H-indol-5-yl)piperidin-1-yl)-2-(1H-1,2,4-triazol-1-yl)ethan-1-one CC1=NC(=CC(=C1)C=1NC2=CC=C(C=C2C1C(C)C)C1CCN(CC1)C(CN1N=CN=C1)=O)C